S1C=2N(CNC1)CC(=CN2)C#N 2H,3H,4H,6H-pyrimido[2,1-b][1,3,5]thiadiazine-7-carbonitrile